(S)-6-(7,7-difluorohexahydropyrrolo[1,2-a]pyrazin-2(1H)-yl)-N-(6-(o-tolyl)-5-(trifluoromethyl)pyridin-2-yl)pyridine-2-sulfonamide FC1(C[C@@H]2N(CCN(C2)C2=CC=CC(=N2)S(=O)(=O)NC2=NC(=C(C=C2)C(F)(F)F)C2=C(C=CC=C2)C)C1)F